FC=1C=C(CN2C(=NC3=NC=C(C=C32)C=3C=CN2N=CC=C(C23)OC)CO)C=C(C1)F (1-(3,5-difluorobenzyl)-6-(4-methoxypyrrolo[1,2-b]pyridazin-5-yl)-1H-imidazo[4,5-b]pyridin-2-yl)methanol